The molecule is a peptide anion obtained from the deprotonation of the two carboxy groups, and protonation of the primary amino group of human beta-casomorphin-6. It is the major species at pH 7.3. It is a conjugate base of a beta-casomorphin-6 (human). CC(C)[C@@H](C(=O)N[C@@H](CCC(=O)[O-])C(=O)N1CCC[C@H]1C(=O)[O-])NC(=O)[C@H](CC2=CC=CC=C2)NC(=O)[C@@H]3CCCN3C(=O)[C@H](CC4=CC=C(C=C4)O)[NH3+]